C(C)C1CNC2=CC=CC=3C=C(N1C32)C(=O)OCC ethyl 11-ethyl-1,9-diazatricyclo[6.3.1.04,12]dodeca-2,4(12),5,7-tetraene-2-carboxylate